FC(C(=O)O)(F)F.C(C)O ethan-1-ol 2,2,2-trifluoroacetate